N-(5-cyclobutyl-1H-pyrazol-3-yl)-2-(4-((2-(2,6-dioxopiperidin-3-yl)-7-fluoro-1,3-dioxoisoindolin-5-yl)methoxy)phenyl)acetamide C1(CCC1)C1=CC(=NN1)NC(CC1=CC=C(C=C1)OCC=1C=C2C(N(C(C2=C(C1)F)=O)C1C(NC(CC1)=O)=O)=O)=O